(S)-2-(4'-chloro-1-(6-((2-methoxyethyl)(methyl)amino)-2-methylhexane-3-yl)-7',8'-dihydrospiro[azetidine-3,6'-pyrido[3,4-b]indole]-9'(5'H)-yl)-N-ethyl-5-fluoro-N-isopropylbenzamide ClC1=CN=CC=2N(C=3CCC4(CC3C21)CN(C4)[C@H](C(C)C)CCCN(C)CCOC)C4=C(C(=O)N(C(C)C)CC)C=C(C=C4)F